OC1=C(C=CC=C1)C(/C=C/C1=CC=C(OC(C(=O)O)(C)C)C=C1)=O 2-[4-[(E)-3-(2-Hydroxyphenyl)-3-oxoprop-1-enyl]phenoxy]-2-methylpropanoic acid